NCCCC(CCN)N (3-aminopropyl)-1,3-diaminopropane